1-({[5-bromo-(R)-1-(4-chlorophenyl)-2-[(S)-1-(5-chloropyridin-2-yl)ethyl]-7-fluoro-3-oxo-2,3-dihydro-1H-isoindol-1-yl]oxy}methyl)cyclopropane-1-carboxamide BrC=1C=C2C(N([C@](C2=C(C1)F)(C1=CC=C(C=C1)Cl)OCC1(CC1)C(=O)N)[C@@H](C)C1=NC=C(C=C1)Cl)=O